N'-(cyclopropylmethyl)-N-((1,2,3,5,6,7-hexahydro-s-indacen-4-yl)carbamoyl)-6,7-dihydro-5H-pyrazolo[5,1-b][1,3]oxazine-3-sulfonimidamide C1(CC1)CN=S(=O)(NC(NC1=C2CCCC2=CC=2CCCC12)=O)C=1C=NN2C1OCCC2